C1(CC1)CN1C(N(CC1)C1=CC=C(C=C1)OC=1C=C(C=C2C=NN(C12)C)C1=NN=CN1CC)=O 1-(cyclopropylmethyl)-3-[4-[5-(4-ethyl-1,2,4-triazol-3-yl)-1-methyl-indazol-7-yl]oxyphenyl]imidazolidin-2-one